7-chloro-2,3-dihydrobenzofuran-3-amine hydrochloride Cl.ClC1=CC=CC=2C(COC21)N